(E)-3-chloro-2-(4-isopropyl-3-methoxystyryl)pyridine ClC=1C(=NC=CC1)\C=C\C1=CC(=C(C=C1)C(C)C)OC